5,10-dineopentyl-5,10-dihydro-2,7-di-isobutylphenazine C(C(C)(C)C)N1C=2C=CC(=CC2N(C2=CC=C(C=C12)CC(C)C)CC(C)(C)C)CC(C)C